ClC=1C(=NN2C1CNCCC2)C(=O)NC(C)C 3-chloro-N-isopropyl-5,6,7,8-tetrahydro-4H-pyrazolo[1,5-a][1,4]diazepine-2-carboxamide